(2,6-dichlorophenyl)-3,8-diazabicyclo[3.2.1]octane-8-carboxamide ClC1=C(C(=CC=C1)Cl)C12CNCC(CC1)N2C(=O)N